CN(C)C[Si](OC)(OC)OC (N,N-dimethylamino)methyltrimethoxysilane